(Acetylacetone) Titanium [Ti].C(C)(=O)CC(C)=O